CC1=C(C=C(C=C1)C)C1=CC(=C(N=N1)NC1C[C@@H]2[C@@H](CN(C2)C([2H])([2H])[C@@H]2OCCCC2)C1)C(F)(F)F (3aR,5s,6aS)-N-(6-(2,5-dimethylphenyl)-4-(trifluoro-methyl)pyridazin-3-yl)-2-(((R)-tetrahydro-2H-pyran-2-yl)methyl-d2)octahydro-cyclopenta[c]pyrrol-5-amine